N-Cyclopentyl-5-(3-phenylpropyl)-1,3,4-oxadiazol-2-amine C1(CCCC1)NC=1OC(=NN1)CCCC1=CC=CC=C1